C1(CCCC1)NC=1C2=C(N=C(N1)C#C[C@@H](C)O)N(C=C2)[C@H]2[C@@H]([C@@H]([C@H](O2)COCP(O)(O)=O)O)O [(2R,3S,4R,5R)-5-[4-(cyclopentylamino)-2-[(3R)-3-hydroxybut-1-ynyl]pyrrolo[2,3-d]-pyrimidin-7-yl]-3,4-dihydroxy-tetrahydro-furan-2-yl]methoxy-methylphosphonic acid